Ethyl 3,5-difluoro-4-nitrobenzoate 4-amino-3,5-difluorobenzoate NC1=C(C=C(C(=O)O)C=C1F)F.FC=1C=C(C(=O)OCC)C=C(C1[N+](=O)[O-])F